C(#N)C1=CC(=C(OC=2N=NC(=C(C2C(=O)NC2=CC(=CC=C2)S(=O)(=O)C)C)I)C=C1)OC 3-(4-cyano-2-methoxy-phenoxy)-6-iodo-5-methyl-N-[3-(methylsulfonyl)phenyl]Pyridazine-4-carboxamide